ClCC(C1CO1)CCl 3,3-bis-chloromethylpropylene oxide